(2S)-2-[[2-[(1,1-dioxo-3,4-dihydro-2H-thiochromen-6-yl)amino]-5-(1H-triazol-5-yl)pyrimidin-4-yl]amino]-2-phenyl-ethanol O=S1(CCCC2=CC(=CC=C12)NC1=NC=C(C(=N1)N[C@H](CO)C1=CC=CC=C1)C1=CN=NN1)=O